[N+](=O)([O-])C=1C=C(C(=NC1)N1N=CC=C1C#N)C(F)(F)F 1-(5-Nitro-3-trifluoromethylpyridin-2-yl)-5-cyano-1H-pyrazole